3-(4-(((4-methoxyphenethyl)(5,6,7-trifluorobenzo[d]thiazol-2-yl)amino)methyl)phenyl)propiolic acid COC1=CC=C(CCN(C=2SC3=C(N2)C=C(C(=C3F)F)F)CC3=CC=C(C=C3)C#CC(=O)O)C=C1